CC(/C=C/C(C(=O)O)NC(C1=CC(=CC=C1)C=1C=NC=CC1)=O)(C)C (E)-5,5-dimethyl-2-[m-(3-pyridyl)benzoylamino]-3-hexenoic acid